N-cyclopentyl-3-((2-methyl-4-(pyridin-2-ylmethoxy)phenyl)amino)benzamide C1(CCCC1)NC(C1=CC(=CC=C1)NC1=C(C=C(C=C1)OCC1=NC=CC=C1)C)=O